N-(6-bromo-1-methyl-2,3-dihydro-1H-benzo[e]indole-3-thiocarbonyl)benzamide BrC1=CC=CC=2C=3C(CN(C3C=CC21)C(=S)NC(C2=CC=CC=C2)=O)C